2H-indazole-6-carboxamide N=1NC=C2C=CC(=CC12)C(=O)N